OC1CC2N3CCC(CC3=C1)C2 hexahydro-8-hydroxy-2,6-methylene-2H-quinolizin